CN(C1=C2C=C(N=CC2=CC=C1F)N1C=CC=2C1=CN=C(C2)N2CCC(CC2)CCN2CCN(CC2)C=2C=C1C(N(C(C1=CC2)=O)C2C(NC(CC2)=O)=O)=O)C 5-(4-(2-(1-(1-(5-(dimethylamino)-6-fluoroisoquinolin-3-yl)-1H-pyrrolo[2,3-c]pyridin-5-yl)piperidin-4-yl)ethyl)piperazin-1-yl)-2-(2,6-dioxopiperidin-3-yl)isoindoline-1,3-dione